C(C)(=O)O.C(C)(=O)O.C(C)(=O)O.C(C)(=O)O.C(C)(=O)O.C(CCC(CCC(CCC(CCC(CC)N)N)N)N)N pentadecane-1,4,7,10,13-pentamine pentaacetate